potassium 6-fluoro-2,7-dimethylimidazo[1,2-a]pyridine-3-carboxylate FC=1C(=CC=2N(C1)C(=C(N2)C)C(=O)[O-])C.[K+]